1-(1-methyl-2-oxabicyclo[2.1.1]hexan-4-yl)ethanone CC12OCC(C1)(C2)C(C)=O